ClC=1C=C(C=C(C1C(=O)N[C@H](C(=O)O)CNC(CNC(CCC1=NC=2NCCCC2C=C1)=O)=O)Cl)C1=CC=CC=C1 (S)-2-(3,5-dichloro-[1,1'-biphenyl]-4-carboxamido)-3-(2-(3-(5,6,7,8-tetrahydro-1,8-naphthyridin-2-yl)propanamido)acetamido)propanoic acid